BrC=1C=C(C=C(C1F)F)CO (3-bromo-4,5-difluorophenyl)methanol